BrC=1C=C(C=C2C(=CN(C12)C(C)C)C)C(=O)NC1=CC=C(C=C1)OC(F)(F)Cl 7-bromo-N-(4-(chlorodifluoromethoxy)phenyl)-1-isopropyl-3-methyl-1H-indole-5-carboxamide